NC([C@@H](CCC(=O)OC(C)(C)C)N1C(C2=CC=C(C=C2C1)B1OC(C(O1)(C)C)(C)C)=O)=O tert-butyl (R)-5-amino-5-oxo-4-(1-oxo-5-(4,4,5,5-tetramethyl-1,3,2-dioxaborolan-2-yl)isoindolin-2-yl)pentanoate